7-[3-(hydroxymethyl)phenyl]-3,7-dihydro-4H-pyrrolo[2,3-d]pyrimidin-4-one OCC=1C=C(C=CC1)N1C=CC2=C1N=CNC2=O